2-(2-((4-(trifluoromethyl)phenyl)amino)pyrimidin-4-yl)benzaldehyde FC(C1=CC=C(C=C1)NC1=NC=CC(=N1)C1=C(C=O)C=CC=C1)(F)F